2-bromo-4-((5-bromo-2-methylpyrimidin-4-yl)amino)-5-methylthiophene BrC=1SC(=C(C1)NC1=NC(=NC=C1Br)C)C